(R)-4-(5-ethyl-2H-tetrazol-2-yl)-2-fluoro-N-(8-methylisoquinolin-1-yl)-N-(piperidin-3-yl)benzamide C(C)C=1N=NN(N1)C1=CC(=C(C(=O)N([C@H]2CNCCC2)C2=NC=CC3=CC=CC(=C23)C)C=C1)F